3-[(2E)-3,7-dimethylocta-2,6-dien-1-yl]-6-(hex-5-yn-1-yl)-4-hydroxy-2-{[(3S,4R,5S,6S)-4,5,6-trihydroxyoxan-3-yl]methoxy}benzoic acid C\C(=C/CC=1C(=C(C(=O)O)C(=CC1O)CCCCC#C)OC[C@H]1CO[C@@H]([C@H]([C@@H]1O)O)O)\CCC=C(C)C